C(C1=CC=CC=C1)OC(=O)N1CCN(CC1)C1=C2C(=NC(=C1)C1=NC=CC=C1)N(CC2)C(=O)OC(C)(C)C tert-butyl 4-(4-((benzyloxy)carbonyl)piperazin-1-yl)-6-(pyridin-2-yl)-2,3-dihydro-1H-pyrrolo[2,3-b]pyridine-1-carboxylate